C[C@@H]1N(CCOC1)C(=O)O[C@H]1C[C@H](CC1)C1=CC(=NN1)NC(CC1=CC(=NO1)C)=O (1R,3S)-3-(3-{[(3-methyl-1,2-oxazol-5-yl)acetyl]amino}-1H-pyrazol-5-yl)cyclopentyl (3S)-3-methylmorpholine-4-carboxylate